ClC1=C(C=CC=C1Cl)S(=O)(=O)N1C[C@@H]([C@@](C1)(CO)O)OC1=CC(=C(C#N)C=C1)F 4-(((3S,4R)-1-((2,3-dichlorophenyl)sulfonyl)-4-hydroxy-4-(hydroxymethyl)pyrrolidin-3-yl)oxy)-2-fluorobenzonitrile